C12(CCC(CC1)CC2)C(=O)O[C@@H]2[C@](O[C@H](C2)N2C1=NC(=NC(=C1N=C2)NC(CCCCCCCC)=O)Cl)(CO)C#C (2R,3S,5R)-5-(2-chloro-6-nonanamido-9H-purin-9-yl)-2-ethynyl-2-(hydroxymethyl)tetrahydrofuran-3-yl bicyclo[2.2.2]octane-1-carboxylate